(2R,3R)-(-)-2,3-dimethylbenzenesulfonyl-butane tert-butyl-(R)-2-(hydrazinecarbonyl)pyrrolidine-1-carboxylate C(C)(C)(C)OC(=O)N1[C@H](CCC1)C(=O)NN.CC1=C(C=CC=C1C)S(=O)(=O)CCCC